NC1=CC(=C(C=O)C=C1)Br 4-AMINO-2-BROMOBENZALDEHYDE